CC1CC(CC(C1)(C)C)N=C=O 3,5,5-trimethylcyclohexylisocyanat